ClC1=C(OCC=2C(=C(C=CC2)C2=C(C(=CC=C2)OCCCN2N=NC(=C2)C=O)C)C)C=C(C(=C1)C=O)O 1-(3-((3'-((2-chloro-4-formyl-5-hydroxyphenoxy)methyl)-2,2'-dimethyl-[1,1'-biphenyl]-3-yl)oxy)propyl)-1H-1,2,3-triazole-4-carbaldehyde